CC=1C(=NC=CC1)NC(=O)NC1=CC=CC=C1 1-(3-methylpyridin-2-yl)-3-phenylurea